5-methyl-4-(4-(4-chlorophenoxy)phenyl)-2-(piperidin-4-yl)thiazole CC1=C(N=C(S1)C1CCNCC1)C1=CC=C(C=C1)OC1=CC=C(C=C1)Cl